3,4-Dibenzyloxyphenol C(C1=CC=CC=C1)OC=1C=C(C=CC1OCC1=CC=CC=C1)O